COC1=CC=C(C=C1)CN(S(=O)(=O)C1=CC(=C(C=C1)NC1=NC=C(C=C1)C(F)(F)F)C=1N=CN(C1)C)C N-[(4-methoxyphenyl)methyl]-N-methyl-3-(1-methylimidazol-4-yl)-4-[[5-(trifluoromethyl)-2-pyridyl]amino]benzenesulfonamide